[C@H]12CNC[C@@H]2C1C1=NOC(=N1)CN1C=NC=2N=CN(C2C1=O)C 1-[[3-[(1r,5s)-3-azabicyclo[3.1.0]hexane-6-yl]-1,2,4-oxadiazol-5-yl]methyl]-7-methyl-purin-6-one